1-(3-chloro-4-methyl-6,7,8,9-tetrahydropyrido[3,2-b]indolizin-7-yl)-2-oxopiperidin ClC1=C(C=2C=C3CC(CCN3C2N=C1)N1C(CCCC1)=O)C